1-(4-(4-(4-(benzo[d]thiazol-6-ylamino)quinolin-6-yl)-5-fluoro-2-methylbenzoyl)piperazin-1-yl)-2-methylpropan-1-one S1C=NC2=C1C=C(C=C2)NC2=CC=NC1=CC=C(C=C21)C2=CC(=C(C(=O)N1CCN(CC1)C(C(C)C)=O)C=C2F)C